[Zr].[Cu].[Mg].[Cu] copper-magnesium-copper-zirconium